3-oxo-2,7,10-trioxa-4-azadodecane O=C(OC)NCCOCCOCC